FC1=CC=C(C=C1)C(=O)C(=O)C1=CC=C(C=C1)F 4,4'-difluorobenzil